6-[[(1R)-1-[3,6-Dimethyl-2-(1-methylpyrazol-4-yl)-4-oxo-chromen-8-yl]ethyl]amino]-2,3-difluoro-benzonitrile CC1=C(OC2=C(C=C(C=C2C1=O)C)[C@@H](C)NC1=CC=C(C(=C1C#N)F)F)C=1C=NN(C1)C